C(C=C)(=O)OCC[NH+](C)C acryloyloxyethyl-N,N-dimethyl-ammonium